BrC=1C(=CC(=C(N(CC2=CC=C(C=C2)OC)CC2=CC=C(C=C2)OC)C1)F)C(=C)OCC 5-bromo-4-(1-ethoxyvinyl)-2-fluoro-N,N-bis(4-methoxybenzyl)aniline